N-hydroxy-4-(2-(5-m-tolyl-1H-indol-3-yl)acetamido)benzamide ONC(C1=CC=C(C=C1)NC(CC1=CNC2=CC=C(C=C12)C=1C=C(C=CC1)C)=O)=O